fumaric acid, monomethyl ester C(\C=C\C(=O)[O-])(=O)OC